C1(CC1)C1=NC=NC(=C1C=1N=CC2=C(N1)C(=CN2)C(O)C2=CC(=C(C(=C2)F)N2N=C(C=C2C)C(F)(F)F)F)OC [2-(4-cyclopropyl-6-methoxy-pyrimidin-5-yl)-5H-pyrrolo[3,2-d]pyrimidin-7-yl]-[3,5-difluoro-4-[5-methyl-3-(trifluoromethyl)pyrazol-1-yl]phenyl]methanol